2-trifluoroethoxy-1,3,2-dioxaphospholan-2-one FC(COP1(OCCO1)=O)(F)F